di((Z)-dec-4-en-1-yl)4,4'-((4-((4-((Z)-dec-4-en-1-yloxy)-4-oxobutyl) (2-hydroxyethyl)amino)butyl)azanediyl)dibutanoate C(CC\C=C/CCCCC)OC(CCCN(CCCC(=O)OCCC\C=C/CCCCC)CCCCN(CCO)CCCC(=O)OCCC\C=C/CCCCC)=O